6-fluoro-5-(4-((3-(6-fluoro-4-oxo-3,4-dihydroquinazolin-2-yl)cyclobutyl)methyl)piperazin-1-yl)-N-methylpicolinamide FC1=C(C=CC(=N1)C(=O)NC)N1CCN(CC1)CC1CC(C1)C1=NC2=CC=C(C=C2C(N1)=O)F